(2S)-2-[[2-(5-tert-butyl-1,2,4-oxadiazol-3-yl)-5-cyclopropylpyridin-4-yl]oxymethyl]pyrrolidine-1-carboxylic acid tert-butyl ester C(C)(C)(C)OC(=O)N1[C@@H](CCC1)COC1=CC(=NC=C1C1CC1)C1=NOC(=N1)C(C)(C)C